C1(=CC=CC=C1)N1C2=CC=CC=C2C=2C=C(C=CC12)N(C1=CC=CC=C1)C1=CC=C(C=C1)C=1C2=CC=CC=C2C(=C2C=CC(=CC12)C(C)(C)C)C1=CC=C(C=C1)N(C=1C=CC=2N(C3=CC=CC=C3C2C1)C1=CC=CC=C1)C1=CC=CC=C1 9,10-bis{4-[N-(9-phenylcarbazole-3-yl)-N-phenylamino]phenyl}-2-tert-butylanthracene